C(C1=CC=CC=C1)OC1=C(C=2N(C=C1)N=CC2C2=CCC1(CN(C1)C(=O)OC(C)(C)C)CC2)OC tert-butyl 7-(5-(benzyloxy)-4-methoxypyrazolo[1,5-a]pyridine-3-yl)-2-azaspiro[3.5]non-6-en-2-carboxylate